C(C)(C)(C)NS(=O)(=O)C1=C(C(=CS1)CN(C(OC(C)(C)C)=O)C)F Tert-butyl ((5-(N-(tert-butyl)sulfamoyl)-4-fluorothiophen-3-yl)methyl)(methyl)carbamate